C(=O)(O)OC(C(=CC1=CC=CC=C1)C#N)=O carboxy-α-cyanocinnamate